N-(1-(4-(2-(4-Aminoazepan-1-yl)ethyl)phenyl)-2-oxo-1,2-dihydropyrimidin-4-yl)-4-(cis-3-aminocyclobutane-1-carbonyl)piperazine-1-carboxamide hydrochloride salt Cl.NC1CCN(CCC1)CCC1=CC=C(C=C1)N1C(N=C(C=C1)NC(=O)N1CCN(CC1)C(=O)[C@@H]1C[C@@H](C1)N)=O